dimethylaminoethyl (methacrylate) C(C(=C)C)(=O)OCCN(C)C